[Ca+2].C=C([C@H](NC(C1=CC=C(NCC2=CN=C3N=C(N)NC(=O)C3=N2)C=C1)=O)C(=O)[O-])CC(=O)[O-] methylenepteroyl-monoglutamate calcium salt